C(=O)(O)CNC(O)=O N-carboxymethyl-carbamic acid